1-(1-allyl-1H-indol-3-yl)ethan-1-one-O-methyloxime CON=C(C)C1=CN(C2=CC=CC=C12)CC=C